C1(=CC=CC=C1)N=NC1=C(C=CC2=CC=CC=C12)O 1-phenylazo-2-naphthol